3-methyl-dihydro-2(3H)-thiophenone CC1C(SCC1)=O